C(C)(C)(C)OC(=O)N1CCC2(CC1)/C(/C1=CC(=CC(=C1C2)F)F)=N/[S@](=O)C(C)(C)C (1Z)-1-[(R)-tert-butylsulfinyl]imino-4,6-difluoro-spiro[indan-2,4'-piperidine]-1'-carboxylic acid tert-butyl ester